2-phenyl-4-(4-chlorophenyl)-3H-1,5-benzodiazepine C1(=CC=CC=C1)C=1CC(=NC2=C(N1)C=CC=C2)C2=CC=C(C=C2)Cl